1-((5-Chloropent-1-en-2-yl)oxy)-4-methylpyridin ClCCCC(=C)ON1CC=C(C=C1)C